2-(bromomethyl)-6-fluorobenzonitrile BrCC1=C(C#N)C(=CC=C1)F